COC1=C(CO)C=CC(=C1OC)OC 2,3,4-trimethoxybenzyl alcohol